C1(CCCCC1)C1=C(OC2(CC2)C(=O)NS(=O)(=O)C2=CC=CC(=N2)N2CCCCC2)C=C(C=C1)C 1-(6-(N-(1-(2-Cyclohexyl-5-methylphenoxy)cyclopropancarbonyl)sulfamoyl)pyridin-2-yl)piperidin